OCC1(C2C=CC(C1)C2)C 5-hydroxymethyl-5-methyl-bicyclo[2.2.1]-2-heptene